SC(CC(=O)OCC(COC(CC(C)S)=O)(COC(CC(C)S)=O)COC(CC(C)S)=O)C pentaerythritol tetra(3-mercaptobutanoate)